O[C@@H](CCC)[C@@H]1[C@@H]2CC[C@H](CN1)N2C(=O)OC(C)(C)C t-butyl (1S,2S,5R)-2-((S)-1-hydroxylbutyl)-3,8-diazabicyclo[3.2.1]octane-8-carboxylate